2-(3,5-difluorophenyl)-8-methyl-7-(methylsulfonyl)imidazo[1,5-a]pyridine FC=1C=C(C=C(C1)F)N1CN2C(C(=C(C=C2)S(=O)(=O)C)C)=C1